FC1=CC=C(C=C1)N1C(NC2=C(C=CC=C2C1=O)C)=S 3-(4-fluorophenyl)-8-methyl-2-thioxo-2,3-dihydroquinazolin-4(1H)-one